C(C1=CC=CC=C1)(C1=CC=CC=C1)N1CC(C1)=CC(C)O 1-(1-benzhydryl-azetidin-3-ylidene)propan-2-ol